N-(5-chloro-6-methylpyridin-3-yl)-6-((1-fluorocyclopropyl)methoxy)isoquinolin-1-amine ClC=1C=C(C=NC1C)NC1=NC=CC2=CC(=CC=C12)OCC1(CC1)F